COC1N(CC2(C1)CCSCC2)C(=O)[O-] 3-methoxy-8-thia-2-azaspiro[4.5]decane-2-carboxylate